5-((4-(1H-imidazol-1-yl)benzyl)oxy)-3-chloropyridazine sodium hydride [H-].[Na+].N1(C=NC=C1)C1=CC=C(COC=2C=C(N=NC2)Cl)C=C1